BrC1=C(C=CC=C1F)[C@H]1C2=C(CN(C1)C(=O)OC(C)(C)C)SC(=C2)C#N tert-butyl (R)-4-(2-bromo-3-fluorophenyl)-2-cyano-4,7-dihydrothieno[2,3-c]pyridine-6(5H)-carboxylate